(10-bromodecyl)-2,5-dimethoxy-3,4-dimethyl-benzene BrCCCCCCCCCCC1=C(C(=C(C(=C1)OC)C)C)OC